(E)-4-(2-trifluoromethylphenyl)-2-[1-cyclopropyl-2-(2-carboxy-4-fluorobenzylidene)hydrazino]thiazole FC(C1=C(C=CC=C1)C=1N=C(SC1)N(/N=C/C1=C(C=C(C=C1)F)C(=O)O)C1CC1)(F)F